2-(3-chloropropyl)indoline-2-carboxylic acid ethyl ester C(C)OC(=O)C1(NC2=CC=CC=C2C1)CCCCl